3-(2-((3-((tert-butyldimethylsilyl)oxy)propyl)amino)ethyl)-N-methyl-N-phenylaniline [Si](C)(C)(C(C)(C)C)OCCCNCCC=1C=C(N(C2=CC=CC=C2)C)C=CC1